C(=C)C(CCCC(C=C)(C=C)C=C)N tetravinyl-pentylamine